[S].[Si].[Cd].[Cs] cesium cadmium silicon sulfur